6-(4-bromo-2,6-difluoro-phenyl)-6-azaspiro[2.5]-2-Octanoic acid BrC1=CC(=C(C(=C1)F)N1CCC2(C(C2)C(=O)O)CC1)F